S(=O)(=O)(O)CCCCOC(CCC)=O Sulfobutyl-butyrate